S1C(=CC=C1)CNC(=O)C(=O)NCC=1SC=CC1 N,N'-bis(2-thienylmethyl)oxamide